C1(=CC=CC=C1)C#CC1=CC=C(C)C=C1 4-(phenylethynyl)toluene